(R)-1-(2,5-difluoropyridin-3-yl)ethyl (4-(5-((1RS,2RS)-2-(3-chloropyridin-4-yl)cyclopropane-1-carboxamido)pyridin-2-yl)-1-methyl-1H-1,2,3-triazol-5-yl)carbamate ClC=1C=NC=CC1[C@H]1[C@@H](C1)C(=O)NC=1C=CC(=NC1)C=1N=NN(C1NC(O[C@H](C)C=1C(=NC=C(C1)F)F)=O)C |&1:7,8|